(R)-benzyl 2-((2S,3R)-3-((R)-1-aminoethyl)-4-oxoazetidin-2-yl)propanoate N[C@H](C)[C@@H]1[C@H](NC1=O)[C@H](C(=O)OCC1=CC=CC=C1)C